NC1=NC=C(C2=C1C(=NN2[C@@H]2CN(CC2)C(C=C)=O)C#CC2=C(C(=CC(=C2F)OC)OC)F)C2=NN(C=N2)C (S)-1-(3-(4-amino-3-((2,6-difluoro-3,5-dimethoxyphenyl)ethynyl)-7-(1-methyl-1H-1,2,4-triazol-3-yl)-1H-pyrazolo[4,3-c]pyridin-1-yl)pyrrolidin-1-yl)prop-2-en-1-one